(1R,2S,5S)-N-{(1S)-1-cyano-2-[(3S)-2-oxopyrrolidin-3-yl]ethyl}-6,6-dimethyl-3-{(2S)-2-phenyl-2-[(trifluoroacetyl)amino]acetyl}-3-azabicyclo[3.1.0]hexane-2-carboxamide C(#N)[C@H](C[C@H]1C(NCC1)=O)NC(=O)[C@@H]1[C@H]2C([C@H]2CN1C([C@@H](NC(C(F)(F)F)=O)C1=CC=CC=C1)=O)(C)C